C[Si]([N-][Si](C)(C)C)(C)C.C[Si]([N-][Si](C)(C)C)(C)C.C[Si]([N-][Si](C)(C)C)(C)C.[Y+3] yttrium (III) tris(N,N-bis(trimethylsilyl)amide)